NC1=NC(=C(C=C1C=1C=C2CCNC(C2=CC1)=O)C=1C=NN(C1)C1CCOCC1)F 6-(2-amino-6-fluoro-5-(1-(tetrahydro-2H-pyran-4-yl)-1H-pyrazol-4-yl)pyridin-3-yl)-3,4-dihydroisoquinolin-1(2H)-one